C1(CC1)C1=C(C=C(C2=C1C=CO2)C=2C=C(CNC(OC(C)(C)C)=O)C=CC2)C=O tert-butyl 3-(4-cyclopropyl-5-formylbenzofuran-7-yl)benzylcarbamate